C(C1=CC=CC=C1)NC(=O)C12C(C3C(CN1)C(CN3CC3=CC=C(C=C3)OC(C)(C)C)C2)CC2=CC=CC=C2 N,7-dibenzyl-1-(4-(tert-butoxy)benzyl)octahydro-6H-3,6-methanopyrrolo[3,2-c]pyridine-6-carboxamide